water, N,N,N-trimethyl-adamantylammonium salt C[N+](C)(C)C12CC3CC(CC(C1)C3)C2.O